5-[[3-chloro-5-[4-[(2,6-difluorophenyl)methyl]-5-oxo-1,2,4-triazol-1-yl]-2-pyridinyl]oxy]-4-methyl-thiazole-2-carboxamide ClC=1C(=NC=C(C1)N1N=CN(C1=O)CC1=C(C=CC=C1F)F)OC1=C(N=C(S1)C(=O)N)C